(2S)-2-[[(3S,5R)-3,5-dimethylmorpholine-4-carbonyl]amino]-4-[2-(5-methylpyrazin-2-yl)oxyethyl-[4-(5,6,7,8-tetrahydro-1,8-naphthyridin-2-yl)butyl]amino]butanoic acid C[C@@H]1N([C@@H](COC1)C)C(=O)N[C@H](C(=O)O)CCN(CCCCC1=NC=2NCCCC2C=C1)CCOC1=NC=C(N=C1)C